ClNC(=O)NNC(N)=O chlorobiurea